HYDROXYPHTHALOCYANINE C1=CC=C2C(=C1)C3=NC4=NC(=NC5=C6C=CC=CC6=C(N5O)N=C7C8=CC=CC=C8C(=N7)N=C2N3)C9=CC=CC=C94